COC1=CC=C(C=C1)NC(\C=C\C)=O (E)-N-(4-methoxyphenyl)-2-butenamide